1-(aminomethyl)cyclopropan-1-ol hydrochloride Cl.NCC1(CC1)O